O1CCC(CC1)C(=O)N1C2CN(C(C1)C2)C=2SC(=CN2)C2=NOC(=N2)C(F)(F)F (Tetrahydro-2H-pyran-4-yl)(5-(5-(5-(trifluoromethyl)-1,2,4-oxadiazol-3-yl)thiazol-2-yl)-2,5-diazabicyclo[2.2.1]heptan-2-yl)methanone